N1C=NC2=C1C=CC(=C2)NC(CN)C2=CC=C(C=C2)C=2N=NN(N2)C(C)C N1-(1H-Benzimidazol-5-yl)-1-{4-[2-(propan-2-yl)-2H-tetrazol-5-yl]phenyl}ethane-1,2-diamine